C(C)(=O)N[C@@H]1CN(CC1)C1C2CC3(CC(CC1C3)C2)OC2=CC(=C(C=C2)NC2=NC=C(C(=N2)NC2=C(C(=O)NC)C=CC=C2C)C(F)(F)F)OC 2-((2-((4-(((cis)-4-((S)-3-acetamidopyrrolidin-1-yl)adamantan-1-yl)oxy)-2-methoxyphenyl)amino)-5-(trifluoromethyl)pyrimidin-4-yl)amino)-N,3-dimethylbenzamide